Methyl-(S,E)-(7-(dimethylamino)-1,7-dioxo-1-((2-oxo-1-((6-(3,3,3-trifluoropropyl)-9H-purin-8-yl)methyl)-1,2-dihydropyridin-3-yl)amino)hept-5-en-2-yl)carbamat COC(N[C@H](C(NC=1C(N(C=CC1)CC=1NC2=NC=NC(=C2N1)CCC(F)(F)F)=O)=O)CC\C=C\C(=O)N(C)C)=O